2,2-Difluorobiphenyl FC1(C(=CC=CC1)C1=CC=CC=C1)F